NC1=NC2=C(C=C(C1)C(=O)N(CCC)CCC)C(=CC(=C2)Br)I 2-amino-8-bromo-6-iodo-N,N-dipropyl-3H-1-benzazepine-4-carboxamide